tert-Butyl (R)-(4-((8-(6-fluoro-2-methylpyridin-3-yl)-6-((2-imino-3-methyl-2,3-dihydro-1H-imidazol-1-yl)methyl)-4-oxochroman-3-yl)methyl)cyclohexyl)carbamate FC1=CC=C(C(=N1)C)C=1C=C(C=C2C([C@@H](COC12)CC1CCC(CC1)NC(OC(C)(C)C)=O)=O)CN1C(N(C=C1)C)=N